4-(2,5-dimethylpyrrol-1-yl)-2-hydroxy-6-methoxy-benzoic acid CC=1N(C(=CC1)C)C1=CC(=C(C(=O)O)C(=C1)OC)O